CC(C=C)CCCC 3-methyl-heptene